(1S,3'R,4'S,5'S,6'R)-3',4',5'-Trihydroxy-6-(4-methoxyphenyl)-6'-methyl-3',4',5'-trihydroxy-6'-methyl-3',4',5',6'-tetrahydro-3H-spiro-[isobenzofuran-1,2'-pyran]-5-nitril OC1([C@]2(OC(C(C1(O)O)(O)O)(C)C)OCC1=CC(=C(C=C12)C1=CC=C(C=C1)OC)C#N)O